FC=1C=2N(C=C(C1)NC(=O)C=1C=CC(=C3C=CN=NC13)C1CCN(CC1)C)C=C(N2)C N-[8-fluoro-2-methylimidazo[1,2-a]pyridin-6-yl]-5-(1-methylpiperidin-4-yl)cinnoline-8-carboxamide